CC1=NC(=CC(=C1)NC(CN1N=C(C=CC1=O)C1=CCC(CC1)C)=O)C N-(2,6-dimethylpyridin-4-yl)-2-[3-(4-methylcyclohex-1-en-1-yl)-6-oxopyridazin-1(6H)-yl]acetamide